Cyanoundecylchlorosilane C(#N)CCCCCCCCCCC[SiH2]Cl